CO\N=C/1\C[C@H](N(C1)C(=O)C1=CC=C(C=C1)C1=C(C=CC=C1)C)CO (4Z,2S)-2-(hydroxymethyl)-1-[(2'-methyl-1,1'-biphenyl-4-yl)carbonyl]pyrrolidin-4-one-O-methyloxime